2-hydroxy-5-methyl-4-nitropyridine OC1=NC=C(C(=C1)[N+](=O)[O-])C